[Si](C)(C)(C(C)(C)C)OCCOC1=CC=2N(C=C1)N=CC2C(=O)NC=2C=C(C=CC2C)C=2N=NN(N2)C2CN(C2)C(=O)OC Methyl 3-(5-(3-(5-(2-((tert-butyldimethylsilyl)oxy)ethoxy)pyrazolo[1,5-a]pyridine-3-carboxamido)-4-methylphenyl)-2H-tetrazol-2-yl)azetidine-1-carboxylate